3-((3R,9aS)-8-(2-chloro-3-methoxybenzoyl)octahydropyrazino[2,1-c][1,4]oxazin-3-yl)-6-(trifluoromethyl)pyridin-2(1H)-one ClC1=C(C(=O)N2C[C@H]3CO[C@@H](CN3CC2)C=2C(NC(=CC2)C(F)(F)F)=O)C=CC=C1OC